C(C)SC(CC1CC(C(C(C1)=O)C(CC)=O)=O)C 5-[2-(ethylmercapto)propyl]-2-propionyl-1,3-cyclohexanedione